FC=1C=C(C=C(C1)F)[C@@H]1CC[C@H]2OC3(C(N21)=O)CCN(CC3)C(=O)C3=C(C(=CC=C3)C)F (5'S,7a'R)-5'-(3,5-difluorophenyl)-1-(2-fluoro-3-methyl-benzene-1-carbonyl)tetrahydro-3'H-spiro[piperidine-4,2'-pyrrolo[2,1-b][1,3]oxazol]-3'-one